COC1=CC=C(C=C1)[C@]1(C[C@@H]2[C@H](N(OC2(C)C)C)[C@@H](C1)C)C |r| rac-(3aR,5R,7R,7aR)-5-(4-methoxyphenyl)-1,3,3,5,7-pentamethyl-octahydrobenzo[c]isoxazole